FC1(C(C2=C(C=CC(=C2C1)OC1=C(C#N)C=CC=C1)SC(F)(F)F)O)F ((2,2-difluoro-1-hydroxy-7-(trifluoromethylsulfanyl)-2,3-dihydro-1H-inden-4-yl)oxy)benzonitrile